C(C(=O)Cl)(Cl)Cl The molecule is the acyl chloride obtained by displacement of the hydroxy group of dichloroacetic acid by chloride. It has a role as a hapten. It derives from a dichloroacetic acid.